[C@@H]1(NCC12CCCC2)C2=CC=C(C(=O)OC)C=C2 |r| (±)-methyl 4-(2-azaspiro[3.4]octan-1-yl)benzoate